C(C1=CC=CC=C1)(C1=CC=CC=C1)N1CCC(CC1)N1CC2=CN=CC=C2CC1 2-(1-Benzhydrylpiperidin-4-yl)1,2,3,4-tetrahydro-2,7-naphthyridine